(1s,4s)-4-(8-(2-chloro-4,6-difluorophenylamino)-2-(cyclopentylamino)-9H-purin-9-yl)-1-methylcyclohexanecarboxamide ClC1=C(C(=CC(=C1)F)F)NC=1N(C2=NC(=NC=C2N1)NC1CCCC1)C1CCC(CC1)(C(=O)N)C